5,7-dichloro-2-(4-((cyclopropylmethyl)sulfonyl)benzyl)-6-(2-isopropoxyphenyl)-1H-benzo[d]imidazole ClC1=CC2=C(NC(=N2)CC2=CC=C(C=C2)S(=O)(=O)CC2CC2)C(=C1C1=C(C=CC=C1)OC(C)C)Cl